BrC1=CC(=C2C(=C(C=NC2=C1)S(=O)(=O)N)Cl)F 7-Bromo-4-chloro-5-fluoroquinoline-3-sulfonamide